S1C(=NC2=C1C=CC=C2)NC(=O)C=2C=CC=C1CCN(CC21)C2=CC=C(C(=N2)C(=O)O)C=2C=NN(C2)CC2=C(C(=CC=C2)F)F 6-[8-(1,3-benzothiazol-2-ylcarbamoyl)-3,4-dihydroisoquinolin-2(1H)-yl]-3-[1-(2,3-difluorobenzyl)-1H-pyrazol-4-yl]pyridine-2-carboxylic acid